N-((5-chloro-6-(isoxazol-3-ylmethoxy)-1H-indol-2-yl)methyl)-3-methylpyrrolidine-1-carboxamide ClC=1C=C2C=C(NC2=CC1OCC1=NOC=C1)CNC(=O)N1CC(CC1)C